4-(2-((R)-2-(2-isopropylphenyl)-4-((6-methoxypyridin-3-yl)methyl)piperazin-1-yl)-7-azaspiro[3.5]nonan-7-yl)benzamide C(C)(C)C1=C(C=CC=C1)[C@H]1N(CCN(C1)CC=1C=NC(=CC1)OC)C1CC2(C1)CCN(CC2)C2=CC=C(C(=O)N)C=C2